C1(CC(=O)OC(OC)O1)=O 2-(methoxymethylene) malonate